2-((3-methyl-1-(8-methyl-8-azabicyclo[3.2.1]octan-3-yl)-1H-pyrazol-4-yl)amino)-4-((3-(2-oxoazepan-1-yl)propyl)amino)pyrimidine-5-carbonitrile CC1=NN(C=C1NC1=NC=C(C(=N1)NCCCN1C(CCCCC1)=O)C#N)C1CC2CCC(C1)N2C